NC=1C=CC(=NC1)N1C=CC=2C(=CC=CC12)NC1=CC(=CC=C1)Cl 1-(5-aminopyridin-2-yl)-N-(3-chlorophenyl)-1H-indol-4-amine